N-{{2S,3R}-4,4-difluoro-1-((1s,3R)-3-fluorocyclobutane-1-carbonyl)-2-[(2,3',5'-trifluoro[1,1'-biphenyl]-3-yl)methyl]pyrrolidin-3-yl}methanesulfonamide FC1([C@@H]([C@@H](N(C1)C(=O)C1CC(C1)F)CC=1C(=C(C=CC1)C1=CC(=CC(=C1)F)F)F)NS(=O)(=O)C)F